(R)-1-(1-(5-(2-(1-cyanocyclopropyl)-6-fluorophenyl)pyridin-2-yl)-2-hydroxy-ethyl)-3-(2-ethynyl-thiazol-4-yl)urea C(#N)C1(CC1)C1=C(C(=CC=C1)F)C=1C=CC(=NC1)[C@H](CO)NC(=O)NC=1N=C(SC1)C#C